N-(3',6'-bis(diethylamino)-3-oxospiro[isoindoline-1,9'-xanthen]-2-yl)butanamide tert-butyl-(2S,5R)-4-benzyl-2-(3,4-difluorophenyl)-5-methyl-piperazine-1-carboxylate C(C)(C)(C)OC(=O)N1[C@H](CN([C@@H](C1)C)CC1=CC=CC=C1)C1=CC(=C(C=C1)F)F.C(C)N(C=1C=CC=2C3(C4=CC=C(C=C4OC2C1)N(CC)CC)N(C(C1=CC=CC=C13)=O)NC(CCC)=O)CC